methyl-(E)-4-[2-[2-[2-[2-[2-[2-[2-[bis(tertbutoxycarbonyl)amino]ethoxy] ethoxy]ethoxy]ethoxy]ethoxy]ethoxy]ethyl-methyl-amino]but-2-enoate COC(\C=C\CN(C)CCOCCOCCOCCOCCOCCOCCN(C(=O)OC(C)(C)C)C(=O)OC(C)(C)C)=O